N-p-aminophenyl-4-p-aminophenyl-(tert-butoxycarbonyl)aminomethylpiperidine NC1=CC=C(C=C1)N1C(CC(CC1)C1=CC=C(C=C1)N)CNC(=O)OC(C)(C)C